methyl-4-(4,4,5,5-tetramethyl-1,3,2-dioxaborolan-2-yl)benzenesulfonamide CC1=C(C=CC(=C1)B1OC(C(O1)(C)C)(C)C)S(=O)(=O)N